3-(tert-butyl)-5-(3-chlorophenoxy)-N-(2,4-dimethylphenethyl)-N-methoxy-1-methyl-1H-pyrazole-4-carboxamide C(C)(C)(C)C1=NN(C(=C1C(=O)N(OC)CCC1=C(C=C(C=C1)C)C)OC1=CC(=CC=C1)Cl)C